methyl ((2-(6-hydroxyhexyl)-6-methyl pyridin-3-yl)sulfonyl)-L-prolinate OCCCCCCC1=NC(=CC=C1S(=O)(=O)N1[C@@H](CCC1)C(=O)OC)C